2-(1H-imidazol-1-yl)-N-(4-(piperazin-1-yl)pyridin-3-yl)thiazole-4-carboxamide N1(C=NC=C1)C=1SC=C(N1)C(=O)NC=1C=NC=CC1N1CCNCC1